N\C(\S(=O)(=O)O)=N/NC1=CC=C(C=C1)F (E)-amino(2-(4-fluorophenyl)hydrazono)-methanesulfonic acid